CN1C=CC2=NC(=CC=C21)NC2=CC(=NC=N2)NC2=C(C#N)C=CC=C2 2-((6-((1-methyl-1H-pyrrolo[3,2-b]pyridin-5-yl)amino)pyrimidin-4-yl)amino)benzonitrile